FC(C(=O)O)(F)F.NC/C=C/S(=O)(=O)NC(NC1=C2CCCC2=CC=2CCCC12)=O (E)-3-amino-N-((1,2,3,5,6,7-hexahydro-s-indacen-4-yl)carbamoyl)prop-1-ene-1-sulfonamide 2,2,2-trifluoroacetate